[Ir](Cl)Cl.C1(=CC=CC=C1)C1=NC=CC=C1 phenylpyridine iridium dichloride